2-[4-(1-Methyl-6-oxo-4-phenyl-1,6-dihydro-pyridin-3-yl)-pyrazol-1-yl]-benzonitrile CN1C=C(C(=CC1=O)C1=CC=CC=C1)C=1C=NN(C1)C1=C(C#N)C=CC=C1